NCC=1C=C(C=CC1)C=1C=C(C2=C(C(=C(O2)C(=O)OC(C)(C)C)COC2=C(C=CC=C2)CC(=O)OCC)C1)[N+](=O)[O-] tert-butyl 5-(3-(aminomethyl)phenyl)-3-((2-(2-ethoxy-2-oxoethyl)phenoxy)methyl)-7-nitrobenzofuran-2-carboxylate